ClC=1C=C2C(=NC1OC)C(=C(N2C)C2=NNC(=N2)[C@@H](COC)OC)C=2C=NNC2 (S)-6-chloro-2-(5-(1,2-dimethoxyethyl)-1H-1,2,4-triazol-3-yl)-5-methoxy-1-methyl-3-(1H-pyrazol-4-yl)-1H-pyrrolo[3,2-b]pyridine